cis-N-methyl-5-(5-((6-oxo-7-(trifluoromethyl)-5,6-dihydro-1,5-naphthyridin-3-yl)methyl)-2,5-diazabicyclo[4.2.0]oct-2-yl)picolinamide CNC(C1=NC=C(C=C1)N1[C@@H]2CC[C@@H]2N(CC1)CC=1C=NC=2C=C(C(NC2C1)=O)C(F)(F)F)=O